4-chlorophenyl (5R)-3,3-difluoro-5-(3-methyl-2-oxopyrrolidin-1-yl)piperidine-1-carboxylate FC1(CN(C[C@@H](C1)N1C(C(CC1)C)=O)C(=O)OC1=CC=C(C=C1)Cl)F